COC(C1=CC=CC=C1)=O.S1C=2N(N=C1)C=CN2 (imidazo[2,1-b][1,3,4]thiadiazole) methyl-benzoate